FC1(CC(C1)N1C(C(=CC=C1)NC(C1=C(C=C(C=C1)NS(=O)(=O)CCO)N1C[C@@H]2C[C@@]2(CC1)C(F)F)=O)=O)F N-(1-(3,3-difluorocyclobutyl)-2-oxo-1,2-dihydropyridin-3-yl)-2-((1R,6S)-6-(difluoromethyl)-3-azabicyclo[4.1.0]heptan-3-yl)-4-((2-hydroxyethyl)sulfonamido)benzamide